(S)-2-acetyl-6-(ethylsulfonyl)-N-(4-(perfluoropropan-2-yl)phenyl)-1,2,3,4-tetrahydroisoquinoline-1-carboxamide C(C)(=O)N1[C@@H](C2=CC=C(C=C2CC1)S(=O)(=O)CC)C(=O)NC1=CC=C(C=C1)C(C(F)(F)F)(C(F)(F)F)F